CC(COC(CCC1=CC(=C(C(=C1)C)O)C(C)(C)C)=O)(C)C1OCC2(CO1)COC(OC2)C(COC(CCC2=CC(=C(C(=C2)C)O)C(C)(C)C)=O)(C)C 3,9-bis[1,1-dimethyl-2-[β-(3-tert-butyl-4-hydroxy-5-methylphenyl)propionyloxy]ethyl]-2,4,8,10-tetraoxaspiro(5.5)undecane